Tert-butyl (8aS)-6-chloro-5-{2-methoxy-6-[(4-methoxyphenyl)methoxy]phenyl}-8a,9,11,12-tetrahydropyrazino[2',1':3,4][1,4]oxazepino[5,6,7-de]quinazoline-10(8H)-carboxylate ClC1=C2C3=C(N=CN=C3C=C1C1=C(C=CC=C1OCC1=CC=C(C=C1)OC)OC)N1[C@H](CO2)CN(CC1)C(=O)OC(C)(C)C